N=1C=CN2C1C=CC(=C2)N2CCN(CC2)C(=O)OC(C)(C)C tert-butyl 4-(imidazo[1,2-a]pyridin-6-yl)-piperazine-1-carboxylate